COC1=NC(=NC=C1CCOC)N 4-methoxy-5-(2-methoxyethyl)pyrimidine-2-amine